C(#C)C=1C=C(C=C2C=CC=CC12)F 8-ethynyl-6-fluoronaphthalene